C1CC=CC=C1 dihydrobenzene